6-(2-Fluoropropan-2-yl)-N-(2-((1r,4r)-4-(hydroxymethyl)cyclohexyl)-6-methoxy-2H-indazol-5-yl)picolinamide FC(C)(C)C1=CC=CC(=N1)C(=O)NC1=CC2=CN(N=C2C=C1OC)C1CCC(CC1)CO